BrC1=NC(=C(C=2CCCCC12)Br)C=O 1,4-dibromo-5,6,7,8-tetrahydroisoquinoline-3-carbaldehyde